(4-methoxybenzylidene)-2-(4-methoxystyryl)oxazol-5(4H)-one COC1=CC=C(C=C2N=C(OC2=O)C=CC2=CC=C(C=C2)OC)C=C1